Tert-butyl 4-(3-(2-hydroxyphenyl)-5-methyl-7,8-dihydro-5H-pyrido[3',4':4,5]pyrrolo[2,3-c]pyridazin-6(9H)-yl)-[1,4'-bipiperidine]-1'-carboxylate OC1=C(C=CC=C1)C1=CC2=C(N=N1)NC1=C2C(N(CC1)C1CCN(CC1)C1CCN(CC1)C(=O)OC(C)(C)C)C